N1(CCCC1)C1=CC=NC=C1 4-(pyrrolidine-1-yl)pyridine